C1(=CC=CC=C1)CC(=O)OC1(CC=C(CC1)C)C(C)C 1-isopropyl-4-methylcyclohex-3-en-1-yl 2-phenylacetate